2,6-Dichloro-4-(2-methoxyphenyl)pyridine ClC1=NC(=CC(=C1)C1=C(C=CC=C1)OC)Cl